NCCCCOCC(C)(C)NC1=NC2=C(C3=CN=CC=C13)C=CC(=C2)C(=O)OC Methyl 5-((1-(4-aminobutoxy)-2-methylpropan-2-yl)amino)benzo[c][2,6]naphthyridine-8-carboxylate